C1(=CC=CC=C1)C=1C=CC=2C(C(C3=CC=C(C=C3C2C1)C1=CC=CC=C1)=O)=O 3,6-diphenylphenanthrene-9,10-dione